FCC(COC1=CC2=C(N=C(S2)\C=C\C#CC=2C=NC(=CC2)NC)C=C1)O (E)-1-fluoro-3-(2-(4-(6-(methylamino)pyridine-3-yl)buta-1-en-3-ynyl)benz[d]thiazole-6-yloxy)propan-2-ol